COC1=CC(=C(C=C1OC)NC(=O)C1=NC2=CC=CC=C2N=C1)C(NC1=CC=C(C=C1)CCN(CC=1C=NC=CC1)CC=1C=C2C=NN(C2=CC1)C)=O N-(4,5-Dimethoxy-2-((4-(2-(((1-methyl-1H-indazol-5-yl)methyl)(pyridin-3-ylmethyl)amino)ethyl)phenyl)carbamoyl)phenyl)quinoxaline-2-carboxamide